9,9'-(2,6-bis(3-(tert-butyl)-9H-carbazol-9-yl)-3-cyano-5-(6-phenylpyridin-2-yl)-1,4-phenylene)bis(9H-carbazole-3,6-dicarbonitrile) C(C)(C)(C)C=1C=CC=2N(C3=CC=CC=C3C2C1)C1=C(C(=C(C(=C1C#N)N1C2=CC=C(C=C2C=2C=C(C=CC12)C#N)C#N)C1=NC(=CC=C1)C1=CC=CC=C1)N1C2=CC=CC=C2C=2C=C(C=CC12)C(C)(C)C)N1C2=CC=C(C=C2C=2C=C(C=CC12)C#N)C#N